1-(4-(3-(2,2-difluoroethyl)-2-(2,6-dimethylpyridin-4-yl)-1H-indol-5-yl)piperidin-1-yl)-2-(methylamino)ethanone FC(CC1=C(NC2=CC=C(C=C12)C1CCN(CC1)C(CNC)=O)C1=CC(=NC(=C1)C)C)F